(4,4-difluoro-1-piperidinyl)(3-(2-methyl-2H-indazol-5-yl)-6-quinoxalinyl)methanone FC1(CCN(CC1)C(=O)C=1C=C2N=C(C=NC2=CC1)C1=CC2=CN(N=C2C=C1)C)F